N-(3-(chloromethyl)phenyl)-3-bromobenzamide ClCC=1C=C(C=CC1)NC(C1=CC(=CC=C1)Br)=O